(7aR,9R,11aR)-5-((E)-2-(5-hydroxy-2,2-dimethylchroman-7-yl)vinyl)-8,8,11a-trimethyl-2,7,7a,8,9,10,11,11a-octahydropyrano[3,2-c]xanthen-9-yl formate C(=O)O[C@@H]1CC[C@]2(OC=3C4=C(C(=CC3C[C@@H]2C1(C)C)\C=C\C1=CC(=C2CCC(OC2=C1)(C)C)O)C=CCO4)C